OCC1=CC=C(C=C1)C=1N(C=C(N1)C(C)(C)O)C 2-(2-(4-(hydroxymethyl)phenyl)-1-methyl-1H-imidazol-4-yl)propan-2-ol